CN(CCCNS(=O)(=O)C1=CC=C(C=C1)C)C N-(3-(dimethylamino)propyl)-4-methylphenyl-sulfonamide